2-chloro-3-(7-chloro-5-(hydroxymethyl)benzo[d]oxazol-2-yl)phenylboronic acid ClC1=C(C=CC=C1C=1OC2=C(N1)C=C(C=C2Cl)CO)B(O)O